5-(5-bromo-2-(4-methylpiperazin-1-yl)phenyl)-3-(4-(1-methyl-4-(trifluoromethyl)-1H-imidazol-2-yl)phenyl)-1,2,4-oxadiazole BrC=1C=CC(=C(C1)C1=NC(=NO1)C1=CC=C(C=C1)C=1N(C=C(N1)C(F)(F)F)C)N1CCN(CC1)C